((3R,4S)-4-((8-(5-(trifluoromethyl)pyridin-2-yl)-1,6-naphthyridin-5-yl)amino)pyrrolidin-3-yl)methanol hydrochloride Cl.FC(C=1C=CC(=NC1)C=1C=NC(=C2C=CC=NC12)N[C@H]1[C@@H](CNC1)CO)(F)F